3-bromobenzylammonium BrC=1C=C(C[NH3+])C=CC1